tert-butyl (1-(chlorocarbonyl)pyrrolidin-3-yl)carbamate ClC(=O)N1CC(CC1)NC(OC(C)(C)C)=O